6-bromo-3-(2-oxopropyl)-1,3-benzothiazol-2(3H)-one BrC1=CC2=C(N(C(S2)=O)CC(C)=O)C=C1